FC(COC1=C(C(=C(C(=O)O)C(=C1)\C=C\C1=CC=C(C=C1)C(F)(F)F)O)CC=C(C)C)F (E)-4-(2,2-difluoroethoxy)-2-hydroxy-3-(3-methylbut-2-en-1-yl)-6-(4-(trifluoromethyl)styryl)benzoic acid